2-cyclohexyl-N-(4-fluoro-3-methylphenyl)-5-(2-(((1s,4s)-4-hydroxycyclohexyl)amino)-2-oxoacetyl)-1,4-dimethyl-1H-pyrrole-3-carboxamide C1(CCCCC1)C=1N(C(=C(C1C(=O)NC1=CC(=C(C=C1)F)C)C)C(C(=O)NC1CCC(CC1)O)=O)C